FC(=C)C1=CC=C(C=C1)C1=CC=CC=C1 4-(1-fluorovinyl)-1,1'-biphenyl